9-chloro-10-(2,4-difluorophenyl)-7-((R)-3-methylpiperazin-1-yl)-2,3-dihydro-5H-[1,4]thiazino[2,3,4-ij]quinazolin-5-one ClC=1C=C2C(=NC(N3C2=C(C1C1=C(C=C(C=C1)F)F)SCC3)=O)N3C[C@H](NCC3)C